5-cyclopropyl-5-methyl-4,5-dihydroisoxazole C1(CC1)C1(CC=NO1)C